tricyclodecanedimethanol carbonate C(O)(O)=O.C1(CCCCCCCCC1)(CO)CO.C1(CCCCCCCCC1)(CO)CO.C1(CCCCCCCCC1)(CO)CO